C(C)C1=C(OC=2C(=NC(=NC2)N)N)C=C(C(=C1)OC)S(=O)(=O)C 5-(2-Ethyl-5-methanesulfonyl-4-methoxy-phenoxy)-pyrimidine-2,4-diamine